N[C@@H]1[C@H](CCC1)OC1=NC=2N(C=C1)C=C(N2)C2=C(C=C(C=C2)N2N=CC=N2)O 2-(7-(((1S,2S)-2-aminocyclopentyl)oxy)imidazo[1,2-a]pyrimidin-2-yl)-5-(2H-1,2,3-triazol-2-yl)phenol